FC1=C(C#N)C(=CC(=C1)COC)OC 2-fluoro-6-methoxy-4-(methoxymethyl)benzonitrile